(S)-2-Chloro-N-(1-(5-(3-chlorophenyl)oxazol-2-yl)-4-(2-fluoroacetimidamido)butyl)-6-methoxybenzamide ClC1=C(C(=O)N[C@@H](CCCNC(CF)=N)C=2OC(=CN2)C2=CC(=CC=C2)Cl)C(=CC=C1)OC